CN(CCOC1=C(C=C(C(=C1)OC)NC1=NC=CC(=N1)C1=NN(C2=CC=CC=C12)C)N)C 4-(2-(dimethylamino)ethoxy)-6-methoxy-N1-(4-(1-methyl-1H-indazol-3-yl)pyrimidin-2-yl)benzene-1,3-diamine